ClC=1C=C(C=CC1Cl)[C@@H]1N(OCC1)C1=CC(=NC=N1)NC=1C(=CC(=C(C1)NC(C=C)=O)N1CCOCC1)OC N-(5-((6-((R)-3-(3,4-dichlorophenyl)isoxazolidine-2-yl)pyrimidine-4-yl)amino)-4-methoxy-2-morpholinophenyl)acrylamide